2-(benzylsulfinyl)-1-(5-(5-(trifluoromethyl)-1,2,4-oxadiazol-3-yl)pyridin-2-yl)ethan-1-one C(C1=CC=CC=C1)S(=O)CC(=O)C1=NC=C(C=C1)C1=NOC(=N1)C(F)(F)F